2-(1-methyl-4-piperidyl)-7-(4,4,5,5-tetramethyl-1,3,2-dioxaborolan-2-yl)imidazo[1,2-a]pyridine CN1CCC(CC1)C=1N=C2N(C=CC(=C2)B2OC(C(O2)(C)C)(C)C)C1